FC1=C(C(=CC(=C1)NC1CCN(CC1)CCOC)O)N1CC(NS1(=O)=O)=O 5-(2-fluoro-6-hydroxy-4-((1-(2-methoxyethyl)piperidin-4-yl)amino)phenyl)-1,2,5-thiadiazolidin-3-one 1,1-dioxide